FC=1C=2N(C=C(C1)NC(=O)C1=CC=C(C3=CN(N=C13)C)N1CCN(CC1)C(=O)OC(C)(C)C)N=C(N2)C tert-butyl 4-[7-({8-fluoro-2-methyl-[1,2,4]triazolo[1,5-a]pyridin-6-yl} carbamoyl)-2-methylindazol-4-yl]piperazine-1-carboxylate